N-(6-amino-3,5-dibromopyrazin-2-yl)acetamide NC1=C(N=C(C(=N1)NC(C)=O)Br)Br